1-{[6-chloro-5-(trifluoromethyl)(2-pyridyl)]amino}-3,4-dimethylazoline-2,5-dione ClC1=C(C=CC(=N1)NN1C(C(=C(C1=O)C)C)=O)C(F)(F)F